C(C)C=1C=NC=CC1C(=O)NC=1C=C2CCC(NC2=C(C1)C)=O 3-ethyl-N-(8-methyl-2-oxo-3,4-dihydro-1H-quinolin-6-yl)pyridine-4-carboxamide